2-{[5-(hydroxymethyl)-2-(methylthio)pyrimidin-4-yl]Amino}-1-methylcyclopentanol OCC=1C(=NC(=NC1)SC)NC1C(CCC1)(O)C